1-(3-(3-(2,4-Difluorophenyl)-4-oxo-3,4-dihydrophthalazin-1-yl)phenyl)cyclopentane-1-carboxylic Acid FC1=C(C=CC(=C1)F)N1N=C(C2=CC=CC=C2C1=O)C=1C=C(C=CC1)C1(CCCC1)C(=O)O